Nα-Boc-D-tryptophan C(=O)(OC(C)(C)C)N[C@H](CC1=CNC2=CC=CC=C12)C(=O)O